N1=CNC2=NC=CC(=C21)C=2C=NN(C2)C2=CC=C(C=N2)C(C(F)(F)F)(O)C2CCN(CC2)CC (6-(4-(3H-imidazo[4,5-b]pyridin-7-yl)-1H-pyrazol-1-yl)pyridin-3-yl)-1-(1-ethylpiperidin-4-yl)-2,2,2-trifluoroethanol